C(C(C)C)OC(C1=CC=C(C=C1)Cl)=O 4-chlorobenzoic acid isobutyl ester